C(#N)C1=C(C=NC=C1)OC[C@@H]1N(CCC1)C(=O)OC(C)(C)C tert-butyl (R)-2-(((4-cyanopyridin-3-yl)oxy)methyl)pyrrolidine-1-carboxylate